ClC1=C(C=C2C=C(N=CC2=C1)NC(=O)[C@@H]1[C@@H](CC1)C#N)C1CCN(CC1)[C@]1(COC[C@H]1F)C (1S,2R)-N-(7-chloro-6-(1-((3S,4S)-4-fluoro-3-methyltetrahydrofuran-3-yl)piperidin-4-yl)isoquinolin-3-yl)-2-cyanocyclobutane-1-carboxamide